hexadecyl-1,2,3-triazine C(CCCCCCCCCCCCCCC)C1=NN=NC=C1